C(C)(=O)C=1C=C(SC1)S(=O)(N)=NC(NC1=C2C(=NC3=C1CCC3)[C@@H](CC2)C)=O 4-Acetyl-N'-(((R)-3-methyl-1,2,3,5,6,7-hexahydrodicyclopenta[b,e]pyridin-8-yl)carbamoyl)thiophene-2-sulfonimidamide